(1S,2R,5R)-5-(4-amino-1H-imidazo[4,5-c]pyridin-1-yl)-3-(hydroxymethyl)cyclopent-3-ene-1,2-diol NC1=NC=CC2=C1N=CN2[C@@H]2C=C([C@H]([C@H]2O)O)CO